methyl 2-hydroxypropane-1,2,3-tricarboxylate 6-(nitrooxy)hexanoate [N+](=O)([O-])OCCCCCC(=O)O.OC(CC(=O)OC)(CC(=O)O)C(=O)O